C(CCC)OC=1N=C(C2=C(N1)C(=NN2)CC2=C(C=C(C=C2)CNC2CCCC2)OC)N 5-Butoxy-3-(4-((cyclopentylamino)methyl)-2-methoxybenzyl)-1H-pyrazolo[4,3-d]pyrimidin-7-amine